CC(=CC)CC=C 3-methyl-2,5-hexadiene